5-((4-methylpiperazin-1-yl)methyl)pyridin-2-amine CN1CCN(CC1)CC=1C=CC(=NC1)N